N-NITROSO-L-PROLINE C1C[C@H](N(C1)N=O)C(=O)O